potassium iron ethylenediaminetetraacetic acid C(CN(CC(=O)O)CC(=O)O)N(CC(=O)O)CC(=O)O.[Fe].[K]